((1R,4S)-2-oxa-5-azabicyclo[2.2.1]hept-4-yl)methanol [C@H]12OC[C@](NC1)(C2)CO